N1=CC(=CC=C1)CCC=1OC=C(N1)C(=O)OCC ethyl 2-(2-(pyridin-3-yl)ethyl)oxazole-4-carboxylate